3,11-dibromo-7-(tert-butyl)quino[3,2,1-de]acridine-5,9-dione BrC1=CC=2C(C=3C=C(C=C4C(C=5C=C(C=CC5N(C34)C2C=C1)Br)=O)C(C)(C)C)=O